4,4'-bi-1,3-benzodioxolan O1COC2=C1C=CC=C2C2=CC=CC=1OCOC12